FC(OC1=CN=C(C=C1C#N)N=C(C1=CC=CC=C1)C1=CC=CC=C1)F 5-(difluoromethoxy)-2-((diphenylmethylene)amino)isonicotinonitrile